3-ethylsulfanyl-5-(2-pyridyloxy)pyridine-2-carboxylic acid methyl ester COC(=O)C1=NC=C(C=C1SCC)OC1=NC=CC=C1